N1=CC=CC=C1.B(O)(O)O.C1(=CC=CC=C1)C(=C(C1=CC=CC=C1)C1=CC=CC=C1)C1=CC=CC=C1 Tetraphenyl ethylene borate pyridine salt